ClCC=1C=CC2=C(N=C(O2)NC2=NC3=C(N2C)C=CC(=C3)F)C1 5-(chloromethyl)-N-(5-fluoro-1-methyl-1H-benzo[d]imidazol-2-yl)benzo[d]oxazol-2-amine